COC(=O)C1=NC(=NC=C1)N1CC2=NN(C=C2C1)CC1=CC=C(C=C1)F (2-(4-Fluorobenzyl)-2,6-dihydropyrrolo[3,4-c]pyrazol-5(4H)-yl)pyrimidine-4-carboxylic acid methyl ester